N-((5-(5-amino-6-methylpyridin-2-yl)-3-methylisoxazol-4-yl)methyl)-4-ethoxypyrimidin-2-amine NC=1C=CC(=NC1C)C1=C(C(=NO1)C)CNC1=NC=CC(=N1)OCC